1-methyl-1H-benzo[d][1,2,3]triazol-6-amin CN1N=NC2=C1C=C(C=C2)N